BrC=1C=C2C(=NN(C2=CC1)[C@H]1CN(CC1)C(=O)OC(C)(C)C)C(=O)[O-] (R)-5-bromo-1-(1-(tert-butoxycarbonyl) pyrrolidin-3-yl)-1H-indazole-3-carboxylate